CC(C(=O)O)(C=O)C 2,2-dimethyl-3-oxopropanoic acid